2-((S)-azetidine-2-carbonyl)-7-((3,4-difluorobenzyl)oxy)-3,4,11,11a-tetrahydro-1H-pyrazino[1',2':3,4]imidazo[1,2-c]pyrimidin-9(2H)-one N1[C@@H](CC1)C(=O)N1CC2N(C=3N(C(N=C(C3)OCC3=CC(=C(C=C3)F)F)=O)C2)CC1